C1=CC=C2C(=C1)OC3=CC=CC=C3[As]2O[As]4C5=CC=CC=C5OC6=CC=CC=C64 10,10'-BIS(PHENOXYARSINYL) OXIDE